C(C)N(CC)[Zr](N(CC)CC)(N(CC)CC)N(CC)CC tetrakis(diethylamino)zirconium (iV)